B(OC=1C(=NOC1C)C)([O-])[O-] (3,5-dimethylisoxazol-4-yl) borate